N1N=NN=C1C1=CC2=C(C(=CO2)C(=O)O)C=C1 6-(1H-Tetrazol-5-Yl)Benzofuran-3-Carboxylic Acid